ClC1=C(C=CC=C1F)C1N=C(NC(=C1C(=O)OC)[C@@H]1OC[C@@H](C1)CO)C=1SC=CN1 (cis)-Methyl 4-(2-chloro-3-fluorophenyl)-6-(4-(hydroxymethyl)tetrahydrofuran-2-yl)-2-(thiazol-2-yl)-1,4-dihydropyrimidine-5-carboxylate